NC/C(/CN1N=CN(C1=O)C=1N=CC(=NC1)C=1C=CC2=C(N=C(S2)NC(C)=O)C1)=C\F N-[5-(5-{1-[(2E)-2-(aminomethyl)-3-fluoroprop-2-en-1-yl]-5-oxo-1,5-dihydro-4H-1,2,4-triazol-4-yl}pyrazin-2-yl)-1,3-benzothiazol-2-yl]acetamide